N2-(2-methoxy-6-methyl-5,6,7,8-tetrahydro-1,6-naphthyridin-3-yl)-N8-((tetrahydro-2H-pyran-4-yl)methyl)quinazoline-2,8-diamine COC1=NC=2CCN(CC2C=C1NC1=NC2=C(C=CC=C2C=N1)NCC1CCOCC1)C